Tert-butyl (R)-3-(azidomethyl)-4-(3,6-dichloropyridazin-4-yl)piperazine-1-carboxylate N(=[N+]=[N-])C[C@H]1CN(CCN1C1=C(N=NC(=C1)Cl)Cl)C(=O)OC(C)(C)C